2-(2-methoxy-8-oxo-5,6,7,8-tetrahydroquinazolin-7-yl)-2-oxo-acetic acid methyl ester COC(C(=O)C1CCC=2C=NC(=NC2C1=O)OC)=O